3-Heptyldecyl 8-aminooctanoate NCCCCCCCC(=O)OCCC(CCCCCCC)CCCCCCC